di(isopropoxythiocarbonyl) sulfide C(C)(C)OC(=S)SC(=S)OC(C)C